(3-Fluorobenzyl)-9H-pyrido[2,3-b]indole FC=1C=C(CC=2C=CC3=C(NC4=CC=CC=C34)N2)C=CC1